C(=O)=C1NC2=C(OC1)C=CC(=C2)CC(=O)O 2-(3-carbonyl-3,4-dihydro-2H-benzo[b][1,4]oxazin-6-yl)acetic acid